1-(3-(pentafluoro-λ6-sulfanyl)phenyl)ethan-1-one FS(C=1C=C(C=CC1)C(C)=O)(F)(F)(F)F